CCCCCCCCC(C(=O)O)N AMINODECANOIC ACID